1,3-dimethyl-2,5-dinitrobenzene CC1=C(C(=CC(=C1)[N+](=O)[O-])C)[N+](=O)[O-]